C1(CCCC1)C1=C(N(C=2N=C(N=C(C21)N)C2=CC=CC=C2)S(=O)(=O)C2=CC=C(C)C=C2)C cyclopentyl-6-methyl-2-phenyl-7-tosyl-7H-pyrrolo[2,3-d]pyrimidin-4-amine